N-((4,4-difluorocyclohexyl)(5-(2-methoxy-1-(2-oxo-4-(trifluoromethyl)imidazolidin-1-yl)ethyl)benzo[d]oxazol-2-yl)methyl)-2-(trifluoromethyl)cyclopropane-1-carboxamide FC1(CCC(CC1)C(NC(=O)C1C(C1)C(F)(F)F)C=1OC2=C(N1)C=C(C=C2)C(COC)N2C(NC(C2)C(F)(F)F)=O)F